4-chloro-N-(3-fluoro-5-(thiophen-2-ylethynyl)pyridin-2-yl)-1-(1-isobutyrylpiperidin-4-yl)-1H-pyrazole-5-carboxamide ClC=1C=NN(C1C(=O)NC1=NC=C(C=C1F)C#CC=1SC=CC1)C1CCN(CC1)C(C(C)C)=O